4-(2-formyl-5-methoxy-6-(4-(methylsulfonyl)piperazin-1-yl)pyrimidin-4-yl)benzonitrile C(=O)C1=NC(=C(C(=N1)C1=CC=C(C#N)C=C1)OC)N1CCN(CC1)S(=O)(=O)C